zinc(II) bis[2-(2-benzothiazolyl)phenolate] S1C(=NC2=C1C=CC=C2)C2=C(C=CC=C2)[O-].S2C(=NC1=C2C=CC=C1)C1=C(C=CC=C1)[O-].[Zn+2]